FC(C(=O)O)(F)F.N1=CC=CC=2C=CCC(C12)=O quinolin-8-one trifluoroacetate